C(C)C=1C=2N(C=C(C1)C=1N=C3N(C(C1)=O)C=C(C=C3)C3CCN(CC3)C)C=C(N2)C 2-(8-ethyl-2-methylimidazo[1,2-a]pyridin-6-yl)-7-(1-methylpiperidin-4-yl)-4H-pyrido[1,2-a]pyrimidin-4-one